FC(OC=1C=C(OC2CC(C2)NC(OC(C)(C)C)=O)C=CC1F)F tert-butyl ((1r,3r)-3-(3-(difluoromethoxy)-4-fluorophenoxy)cyclobutyl)carbamate